tert-butyl (E)-3-(2-((2-chloro-5-(3-ethoxy-3-oxoprop-1-en-1-yl)pyridin-4-yl)amino)ethyl)azetidine-1-carboxylate ClC1=NC=C(C(=C1)NCCC1CN(C1)C(=O)OC(C)(C)C)\C=C\C(=O)OCC